1-(2-(4-(3-chlorobenzyl)piperazine-1-carbonyl)phenyl)ethanone ((6-((4-Hydroxybutyl)(methyl)amino)undecane-1,11-diyl)bis(sulfanediyl))bis-(octane-1,2-diyl)dicycloheptanecarboxylate OCCCCN(C(CCCCCSCC(CCCCCC)C1(CCCCCC1)C(=O)O)CCCCCSCC(CCCCCC)C1(CCCCCC1)C(=O)O)C.ClC=1C=C(CN2CCN(CC2)C(=O)C2=C(C=CC=C2)C(C)=O)C=CC1